(R and S)-Quinuclidin-3-yl methylcarbamate CNC(O[C@H]1CN2CCC1CC2)=O |r|